FC=1C(=C(C(=O)OC)C=CC1)C methyl 3-fluoro-2-methyl-benzoate